FC1(C2CCC(CC12)N(C(=O)[C@H]1[C@@H](CCC1)S(=O)(=O)C1=CC=C(C)C=C1)CC1=CC=C(C=C1)C)F (1S,2R)-2-(Toluene-4-sulfonyl)-cyclopentanecarboxylic acid (7,7-difluoro-bicyclo[4.1.0]hept-3-yl)-(4-methyl-benzyl)-amide